N1(CCCC1)CCC1=NC(=NC(=N1)N)N (2-(pyrrolidin-1-yl)ethyl)-1,3,5-triazine-2,4-diamine